NC1=NC=C(C=2C1=CN(N2)C2OCCCC2)NC(=O)C(=O)N(CC2=C(C=C(C=C2)C(F)(F)F)F)CC N-(4-amino-2-tetrahydropyran-2-yl-pyrazolo[4,3-c]pyridin-7-yl)-N'-ethyl-N'-[[2-fluoro-4-(trifluoromethyl)phenyl]methyl]oxamide